ClC1=C(C=C(C=2C3=C(N(C12)C)[C@@H](CNC(C3)=O)CCO)OCC#N)Cl |r| racemic-2-((7,8-dichloro-5-(2-hydroxyethyl)-6-methyl-2-oxo-1,2,3,4,5,6-hexahydroazepino[4,5-b]indol-10-yl)oxy)acetonitrile